3-[(1R)-1-(5,7-difluoro-3-methyl-1-benzofuran-2-yl)-2,2,2-trifluoroethyl]-1-(1H-indazol-5-yl)urea FC=1C=C(C2=C(C(=C(O2)[C@H](C(F)(F)F)NC(NC=2C=C3C=NNC3=CC2)=O)C)C1)F